CC(CCCCCCCCCCCCCCC)([NH-])C dimethyl-hexadecylamide